benzyl ((1S)-(3-methylbicyclo[1.1.1]pentan-1-yl)(6-(((5R)-2-oxo-5-(trifluoromethyl)piperidin-3-yl)methyl)imidazo[1,2-b]pyridazin-2-yl)methyl)carbamate CC12CC(C1)(C2)[C@@H](C=2N=C1N(N=C(C=C1)CC1C(NC[C@@H](C1)C(F)(F)F)=O)C2)NC(OCC2=CC=CC=C2)=O